C(C1=CC=CC=C1)N1C=NC(=C1)NC(=O)[C@@H]1CN(CC1)C#N (S)-N-(1-benzyl-1H-imidazol-4-yl)-1-cyanopyrrolidine-3-carboxamide